O[C@@]1([C@@H](CC[C@H](C1)C)C(C)C)C(=O)NCCC1=CC(=CC=C1)OCCOCCOCCOC (1S,2S,5R)-1-hydroxy-2-isopropyl-N-[2-[3-[2-[2-(2-methoxyethoxy)ethoxy]ethoxy]phenyl]ethyl]-5-methyl-cyclohexanecarboxamide